COC1=NC(=CC(=N1)N1CC(OC(C1)C)C)C1=NNC2=CC(=C(C=C12)C1CCOCC1)C 4-(2-methoxy-6-(6-methyl-5-(tetrahydro-2H-pyran-4-yl)-1H-indazol-3-yl)pyrimidin-4-yl)-2,6-dimethylmorpholine